4-bromo-2-(2,6-dioxopiperidin-3-yl)-5-((4-(1-(4-((3S,4R)-7-hydroxy-3-phenylchroman-4-yl)phenyl)piperidin-4-yl)piperazin-1-yl)methyl)isoindoline-1,3-dione BrC1=C2C(N(C(C2=CC=C1CN1CCN(CC1)C1CCN(CC1)C1=CC=C(C=C1)[C@H]1[C@H](COC2=CC(=CC=C12)O)C1=CC=CC=C1)=O)C1C(NC(CC1)=O)=O)=O